γ-methacryloyloxypropylmethyldiethoxysilane C(C(=C)C)(=O)OCCC[Si](OCC)(OCC)C